N1C(=NC2=C1C=CC=C2)CN(C\C=C/CN)C2CCCC=1C=CC=NC21 (Z)-N1-(1H-Benzimidazol-2-ylmethyl)-N1-5,6,7,8-tetrahydro-quinolin-8-yl-but-2-ene-1,4-diamine